COC=1C(=C(C(=CC1)C)NN)C 1-(3-methoxy-2,6-dimethylphenyl)diazane